O=C1NC(C=C(N1)COC1=C2CC(CN(C2=CC=C1)C1=CC=C(C=C1)C(F)(F)F)CNC(OC(C)(C)C)=O)=O tert-butyl ((5-((2,6-dioxo-1,2,3,6-tetrahydropyrimidin-4-yl)methoxy)-1-(4-(trifluoromethyl)phenyl)-1,2,3,4-tetrahydroquinolin-3-yl)methyl)carbamate